1-methyl-2-oxo-4-[4-(2'-oxo-1',2'-dihydrospiro[cyclobutane-1,3'-indol]-5'-yl)piperidin-1-yl]-1,2-dihydroquinoline-3-carbonitrile CN1C(C(=C(C2=CC=CC=C12)N1CCC(CC1)C=1C=C2C3(C(NC2=CC1)=O)CCC3)C#N)=O